C(C1=CC=CC=C1)OC1=C(C2=CC=CC=C2C=C1)C1=C(C=CC=C1)P(C1=CC=C(C=C1)C)(C1=CC=C(C=C1)C)=O (+)-(2-(2-(Benzyloxy)naphthalen-1-yl)phenyl)di-p-tolylphosphine oxide